F[B-](F)(F)F.C(C)#N.C(C)#N.C(C)#N.C(C)#N.[Cu+] copper (I) tetraacetonitrile tetrafluoroborate